tert-butyl 3-methoxy-5-oxospiro[7H-cyclopenta[c]pyridine-6,4'-piperidine]-1'-carboxylate COC1=CC2=C(C=N1)CC1(CCN(CC1)C(=O)OC(C)(C)C)C2=O